(2-acryloyloxybutyl)trimethylammonium chloride [Cl-].C(C=C)(=O)OC(C[N+](C)(C)C)CC